ClC(=O)OC(C(=O)[O-])C (chlorocarbonyloxy)propanoate